SC(C(=O)OCC)C 2-ethyl mercaptopropanoate